ClC1=CC=C(C(=N1)CN(C)C)N1CCC(CC1)O 1-(6-chloro-2-((dimethylamino)methyl)pyridin-3-yl)piperidin-4-ol